5-AMINO-6H-THIAZOLO[4,5-D]PYRIMIDINE-2,7-DIONE NC=1NC(C2=C(N1)NC(S2)=O)=O